(S)-6-(1-amino-1,3-dihydro-spiro[inden-2,4'-piperidin]-1'-yl)-3-(1-(2-(methylsulfonyl)phenyl)vinyl)-1,5-dihydro-4H-pyrazolo[3,4-d]pyrimidin-4-one N[C@@H]1C2=CC=CC=C2CC12CCN(CC2)C=2NC(C1=C(N2)NN=C1C(=C)C1=C(C=CC=C1)S(=O)(=O)C)=O